ClC=1C=C(C=C(C1)NS(=O)(=O)C)NC(=O)C=1SC(=C(C1)C1=NC=CC=C1CC(=O)N(C)C)C N-(3-chloro-5-(methylsulfonamido)phenyl)-4-(3-(2-(dimethylamino)-2-oxoethyl)pyridin-2-yl)-5-methylthiophene-2-carboxamide